C(C)(=O)O[C@@H]1[C@H]([C@@H]([C@H]([C@@H]([C@H]1NC(=O)OCC1=CC=CC=C1)O)NC(=O)OCC1=CC=CC=C1)OC1O[C@@H](CC[C@H]1N=[N+]=[N-])[C@H](C)N(C(=O)OCC1=CC=CC=C1)CC1=CC=CC=C1)OC(C)=O [(1S,2S,3R,4S,5S,6R)-2-acetoxy-3-[(3R,6S)-3-azido-6-[(1S)-1-[benzyl(benzyloxycarbonyl)amino]ethyl]tetrahydropyran-2-yl]oxy-4,6-bis(benzyloxycarbonylamino)-5-hydroxy-cyclohexyl] acetate